4-fluorobenzene-1-carbonitrile FC1=CC=C(C=C1)C#N